B(O)(O)C(C(=O)O)(CCCC)CCCOC1=CC=CC=C1 borono-2-(3-phenoxypropyl)hexanoic acid